1,3-dihydro-1-(piperidin-4-yl)-(2H)-indol-2-one N1CCC(CC1)N1C(CC2=CC=CC=C12)=O